FC(C=1C=CC=2N(N1)C(=CN2)C2=NC=NC(=C2)C=2CNCC2)F 6-(difluoromethyl)-3-[6-(2,5-dihydro-1H-pyrrol-3-yl)pyrimidin-4-yl]imidazo[1,2-b]pyridazine